Dimethyl p-toluenesulfonyloxymethyl phosphate P(=O)(OC)(OC)OCOS(=O)(=O)C1=CC=C(C)C=C1